Cl.N1N=CC(=C1)C=1C(=C(C=CC1)O)C1=CC2=C(N=N1)C(=CN2)C=2CCNCC2 (1H-pyrazol-4-yl)-2-[7-(1,2,3,6-tetrahydropyridin-4-yl)-5H-pyrrolo[3,2-c]pyridazin-3-yl]phenol hydrochloride